CC(=O)NCC1=C(C(=C(C(=C1I)NC(=O)C)I)C(=O)O)I The molecule is a benzoic acid compound having iodo substituents at the 2-, 4- and 6-positions, an acetamido substituent at the 3-position and an acetamidomethyl substituent at the 5-position. It has a role as a radioopaque medium. It is a member of benzoic acids and an organoiodine compound.